C(C)NS(=O)(=O)OC1OC2(OC1C1=CC=CC=C1)CCCCC2 (3-phenyl-1,4-dioxaspiro[4.5]dec-2-yl) ethylaminosulfonate